OC(C(=O)O)CCCCCCCCCCCCCCCCCCCCCCCC Hydroxycerotic acid